N1(C=NC2=C1C=CC=C2)CC(=O)NC2=CC(=C(C(=O)OCC)C=C2)O Ethyl 4-(2-(1H-benzo[d]imidazol-1-yl)acetamido)-2-hydroxybenzoate